N-methyl-4-[5-(trifluoromethyl)-1,2,4-oxadiazol-3-yl]thiophenecarboxamide CNC(=O)C=1SC=C(C1)C1=NOC(=N1)C(F)(F)F